C(CCCC)C1=C(SC=C1)N pentyl-Thiolamine